Phenyl-2,3,4,6-tetraacetyl-1-thio-α-D-glucopyranose C1(=CC=CC=C1)[C@@]1(S)[C@](O)([C@@](O)([C@](O)([C@H](O1)C(O)C(C)=O)C(C)=O)C(C)=O)C(C)=O